C(CCC)NC(=N)N1CCNCC1 N-butylpiperazine-1-carboximidamide